(2-(7-fluoro-4-methoxy-1H-indol-3-yl)ethyl)carbamic acid tert-butyl ester C(C)(C)(C)OC(NCCC1=CNC2=C(C=CC(=C12)OC)F)=O